N[C@@H](C(=O)NC=1C2=C(N=C(N1)NC1=CC(=C(C=C1)N1CCC(CC1)N(C)C)OC)SC=C2C)CC(C)C (R)-2-amino-N-(2-((4-(4-(dimethylamino)piperidin-1-yl)-3-methoxyphenyl)amino)-5-methylthieno[2,3-d]pyrimidin-4-yl)-4-methylpentanamide